NC1=C(C=CC(=C1)OC(F)(F)F)C(=O)N1CCC(CC1)C1=C2C(=NC=C1)NC(=N2)[C@H]2CNCCC2 |r| (rac)-[2-amino-4-(trifluoromethoxy)phenyl]-[4-[2-(3-piperidyl)-3H-imidazo[4,5-b]pyridin-7-yl]-1-piperidyl]methanone